2,2-dimethyl-1,3-benzodioxol-4-yl N-methylcarbamate CNC(OC1=CC=CC=2OC(OC21)(C)C)=O